C(#N)CC(=O)N1C[C@@H]([C@@H](CC1)C)N(C=1C2=C(N=CN1)N(C=C2)C(=O)OCCCCCCCC)C octyl 4-(((3R,4R)-1-(2-cyanoacetyl)-4-methylpiperidin-3-yl) (methyl) amino)-7H-pyrrolo[2,3-d]pyrimidine-7-carboxylate